CN1C(N(C2=C1C=C(C=C2)C2CCNCC2)C2C(NC(CC2)=O)=O)=O 3-[3-methyl-2-oxo-5-(4-piperidyl)benzimidazol-1-yl]piperidine-2,6-dione